2-((2-(2,6-dioxopiperidin-3-yl)-1-oxoisoindolin-4-yl)thio)acetamide O=C1NC(CCC1N1C(C2=CC=CC(=C2C1)SCC(=O)N)=O)=O